2-(3-chlorophenyl)-2-methyl-1-(naphthalen-2-yl)propyl (3-cyclohexyl-1-oxo-1-((1-oxo-3-(2-oxopyrrolidin-3-yl)propan-2-yl)amino)propan-2-yl)carbamate C1(CCCCC1)CC(C(NC(C=O)CC1C(NCC1)=O)=O)NC(OC(C(C)(C)C1=CC(=CC=C1)Cl)C1=CC2=CC=CC=C2C=C1)=O